(5R)-5-Methyl-2-(1-propan-2-ylpyrazol-4-yl)-6,7-dihydro-5H-pyrazolo[5,1-b][1,3]oxazine-3-carboxylic acid C[C@@H]1CCN2C(O1)=C(C(=N2)C=2C=NN(C2)C(C)C)C(=O)O